[1-(trifluoromethyl)cyclobutyl]3-methylimidazol-3-ium-1-carboxylate FC(C1(CCC1)OC(=O)N1C=[N+](C=C1)C)(F)F